NC=1SC=C(N1)C=1C=C(C(=CC1)O)O 4-(2-aminothiazol-4-yl)benzene-1,2-diol